1,2,4,6-tetramethyl-pyridinium p-toluenesulphonate CC1=CC=C(C=C1)S(=O)(=O)[O-].C[N+]1=C(C=C(C=C1C)C)C